ClC=1C=CC2=C(N=C(O2)C2CC3(CC(C3)NC(=O)C=3OC(=CC3)S(=O)(=O)CC(C)C)C2)C1 N-[6-(5-chloro-1,3-benzoxazol-2-yl)spiro[3.3]heptane-2-yl]-5-isobutylsulfonyl-furan-2-carboxamide